N1C=CC=2C1=CN=CC2N2CC(C2)OC=2C=C(C(=O)NC=1C=NC=C(C1)C(F)(F)F)C=CC2C 3-((1-(1H-pyrrolo[2,3-c]pyridin-4-yl)azetidin-3-yl)oxy)-4-methyl-N-(5-(trifluoromethyl)pyridin-3-yl)benzamide